CSCOC=1C=C(C=CC1OC)C(C#N)O[Si](C)(C)C 2-(3-methylthiomethoxy-4-methoxyphenyl)-2-trimethylsiloxyacetonitrile